FC1(CC1)C(=O)N1CCC2(CCN(CC2)C(=O)OC(C)(C)C)CC1 tert-butyl 9-(1-fluorocyclopropane-1-carbonyl)-3,9-diazaspiro[5.5]undecane-3-carboxylate